3-(2-Fluoro-6-methyl-phenyl)-7-(methylamino)-1-(1-methylazetidin-3-yl)-4H-pyrido[4,3-d]pyrimidin-2-one FC1=C(C(=CC=C1)C)N1C(N(C2=C(C1)C=NC(=C2)NC)C2CN(C2)C)=O